ClC1=CC=C2C(=CNC2=C1)CC(=O)N1CC2C(C(C1)C(=O)OCC)CN(C2)C(=O)C2=CC(=NN2)C2=CC=CC=C2 ethyl 5-(2-(6-chloro-1H-indol-3-yl)acetyl)-2-(3-phenyl-1H-pyrazole-5-carbonyl)octahydro-1H-pyrrolo[3,4-c]pyridine-7-carboxylate